FC=1C(=C(C=CC1)NC1=NC=CC=N1)[N+](=O)[O-] N-(3-fluoro-2-nitro-phenyl)pyrimidin-2-amine